4-(bis(2-(pyridin-2-yldisulfanyl)ethyl)amino)-4-oxobutanoic acid N1=C(C=CC=C1)SSCCN(C(CCC(=O)O)=O)CCSSC1=NC=CC=C1